C(C1=CC=CC=C1)ON1C(N(C2=C(C1=O)SC(=C2)C#C)CC2CCC2)=O (benzyloxy)-1-(cyclobutylmethyl)-6-ethynyl-thienopyrimidine-2,4(1H,3H)-dione